S(=O)(=O)(OCCCCC)OCCCCC diamyl sulfate